BrC1=CC(=C(C=C1OC)CCN)OC 2-(4-bromo-2,5-dimethoxyphenyl)ethylamine